C(#N)C=1C=C(C=C(C1)F)[C@H]1N(OCC1)C(=O)[C@@H]1CC[C@H](CC1)CN1N=C(C2=C(C=C(C=C12)C(=O)N)F)C trans-1-((4-((S)-3-(3-cyano-5-fluorophenyl)isoxazolidine-2-carbonyl)cyclohexyl)methyl)-4-fluoro-3-methyl-1H-indazole-6-carboxamide